C(C1=CC=CC=C1)OC=1C=NC2=CC(=CC=C2C1)Br 3-(benzyloxy)-7-bromoquinoline